ClC=1C=C(C=2N(N1)C(=CN2)C(C)C)NC2=CC(=CC=C2)OC(F)(F)F 6-chloro-3-isopropyl-N-(3-(trifluoromethoxy)phenyl)imidazo[1,2-b]pyridazin-8-amine